FC1=C(C=CC=C1)N(C(C=C[C@@H](C)[C@H]1CC[C@H]2[C@@H]3CC=C4CC(CC[C@]4(C)[C@H]3CC[C@]12C)O)=O)C N-(2-fluorophenyl)-3-hydroxy-N-methyl-cholan-5(6),22(23)-diene-24-amide